1-((((1R,2S)-2-(hydroxymethyl)cyclopropyl)methoxy)methyl)cyclopropane-1-carboxylic acid tert-butyl ester C(C)(C)(C)OC(=O)C1(CC1)COC[C@H]1[C@H](C1)CO